FC=1C=C(C(=NC1)C1=CC=2N(C=C1)C=C(N2)C)C=2C=NN(C2)CC2(CCCC2)F 7-(5-fluoro-3-(1-((1-fluorocyclopentyl)methyl)-1H-pyrazol-4-yl)pyridin-2-yl)-2-methylimidazo[1,2-a]pyridine